tert-butyl N-(3-{[(tert-butyldiphenylsilyl) oxy] methyl} cyclobutyl)-N-methylcarbamate [Si](C1=CC=CC=C1)(C1=CC=CC=C1)(C(C)(C)C)OCC1CC(C1)N(C(OC(C)(C)C)=O)C